CC1(OB(OC1(C)C)C=1C=CC2=C(OCOC2)C1)C 7-(4,4,5,5-Tetramethyl-1,3,2-dioxaborolane-2-yl)benzo[d][1,3]dioxane